4-(t-butyl)benzoyldiphenylphosphine oxide C(C)(C)(C)C1=CC=C(C(=O)P(C2=CC=CC=C2)(C2=CC=CC=C2)=O)C=C1